F[C@@H]1[C@@]2(CCC[C@](C[C@H]1N(C=1N=CC(=NC1)C=1C(=CC(=NC1)N1C=NC=C1)O)C)(N2)C)C 5-(5-(((1S,2S,3R,5R)-2-fluoro-1,5-dimethyl-9-azabicyclo[3.3.1]nonan-3-yl)(methyl)amino)pyrazin-2-yl)-2-(1H-imidazol-1-yl)pyridin-4-ol